ClC=1C(=CC(=NC1)N1[C@@H](C2=C(N=C(N=C2)NC2CC2)CC1)C)C1=NC=C(C=C1C)C (R)-6-(5'-chloro-3,5-dimethyl-[2,4'-bipyridinyl]-2'-yl)-N-cyclopropyl-5-methyl-5,6,7,8-tetrahydropyrido[4,3-d]pyrimidin-2-amine